C1(CC1)C(=O)NC1=NC=C(C(=O)NOCC)C(=C1)NC1=C(C(=CC=C1)C1=NN(C=N1)C)OC 6-(cyclopropanecarboxamido)-N-ethoxy-4-((2-methoxy-3-(1-methyl-1H-1,2,4-triazole-3-yl)phenyl)amino)nicotinamide